[1-(2-Fluorophenyl)-5-[3-(oxetan-3-yloxy)phenyl]-1H-pyrazol-3-yl]methanol FC1=C(C=CC=C1)N1N=C(C=C1C1=CC(=CC=C1)OC1COC1)CO